(2R,3S)-2-Amino-3-hydroxy-butyric acid N[C@@H](C(=O)O)[C@H](C)O